FC(C1=C(C=CC(=C1)Cl)NS(=O)(=O)C1C(CCCC1)=O)(F)F N-(2-trifluoromethyl-4-chlorophenyl)-2-oxocyclohexanesulfonamide